ClCC(=O)N1C2=CC=C(C=C2OC=2C=C(C=CC12)Br)Br 2-chloro-1-(3,7-dibromophenoxazin-10-yl)ethanone